ClC=1C=C2C(=NC1OC)C(=C(N2C)C2=NC(=NN2)N(C)C)N2C=NC=C2 5-(6-chloro-3-(1H-imidazol-1-yl)-5-methoxy-1-methyl-1H-pyrrolo[3,2-b]pyridin-2-yl)-N,N-dimethyl-1H-1,2,4-triazol-3-amine